ClC1=CC=C(C(=N1)NC1(CC(C1)(F)F)C)[N+](=O)[O-] 6-chloro-N-(3,3-difluoro-1-methyl-cyclobutyl)-3-nitropyridin-2-amine